3-(4-Cyano-3-(trifluoromethyl)phenyl)-2-(trifluoromethyl)-N-(4-ureidophenyl)oxazolidin-5-carboxamid C(#N)C1=C(C=C(C=C1)N1C(OC(C1)C(=O)NC1=CC=C(C=C1)NC(=O)N)C(F)(F)F)C(F)(F)F